tris-(hydroxyethyl)phosphate OCCOP(=O)(OCCO)OCCO